7-bromo-6-chloro-8-fluoro-2-((((S)-1-methylpyrrolidin-2-yl)methoxy)quinazolin-4-yl)-2-(cyanomethyl)piperazin-1-carboxylate BrC1=CC=C2C(=NC(=NC2=C1F)OC[C@H]1N(CCC1)C)C1(N(C(CNC1)Cl)C(=O)[O-])CC#N